2-Chloro-N-methyl-N-(4-methyl-1,2,5-oxadiazol-3-yl)-4-(methylsulfonyl)-3-(propylthio)benzamide ClC1=C(C(=O)N(C2=NON=C2C)C)C=CC(=C1SCCC)S(=O)(=O)C